COC=1C(=C(C2=CC=CC=C2C1)C)CCNC1=CC=NC=N1 6-[2-(3-Methoxy-1-methyl-naphthalen-2-yl)-ethylamino]-pyrimidin